3λ5,12λ5-diphosphatricyclo[13.3.0.06,10]octadecane-3,12-dione C12CP(CCC3CCCC3CP(CCC2CCC1)=O)=O